(3S,6S,10aR)-6-amino-5,8-dioxo-N-((R)-1,2,3,4-tetrahydronaphthalen-1-yl)decahydropyrrolo[1,2-a]azocine-3-carboxamide N[C@H]1CC(CC[C@@H]2N(C1=O)[C@@H](CC2)C(=O)N[C@@H]2CCCC1=CC=CC=C21)=O